(4-(6-ethyl-5-iodopyridin-2-yl)-1-methyl-1H-1,2,3-triazol-5-yl)methanol C(C)C1=C(C=CC(=N1)C=1N=NN(C1CO)C)I